FC=1C=C(C=C(C1OC1=C2C(=NC=C1)NC=C2[C@@H]2COCC2)F)NC(=O)NCC2(COC2)F |r| (+/-)-N-[3,5-difluoro-4-({3-[oxolan-3-yl]-1H-pyrrolo[2,3-b]pyridin-4-yl}oxy)phenyl]-N'-[(3-fluorooxetan-3-yl)methyl]urea